(3,5-difluorophenyl)benzene-1,2-diamine FC=1C=C(C=C(C1)F)C1=C(C(=CC=C1)N)N